F[C@@H]1[C@@H](CNCC1)NC(OC(C)(C)C)=O tert-butyl cis-(4-fluoropiperidin-3-yl)carbamate